(2R)-2-(but-3-yn-1-yl)-1-(3-methoxy-4-nitrobenzoyl)piperidine C(CC#C)[C@@H]1N(CCCC1)C(C1=CC(=C(C=C1)[N+](=O)[O-])OC)=O